(S)-3-(3-Chloro-5-fluoro-1H-indazol-1-yl)-N-(4-cyano-3-(trifluoromethyl)phenyl)-2-hydroxy-2-methylpropanamide ClC1=NN(C2=CC=C(C=C12)F)C[C@](C(=O)NC1=CC(=C(C=C1)C#N)C(F)(F)F)(C)O